FC(OC1=CC(=C(OC=2N=NC(=CC2C(=O)NC2=CC(=CC=C2)S(=O)(=NC)C)C(F)(F)F)C=C1)F)F 3-(4-(difluoromethoxy)-2-fluorophenoxy)-N-(3-(N,S-dimethylsulfonimidoyl)phenyl)-6-(trifluoromethyl)pyridazine-4-carboxamide